BrC1=CC=C(S1)C=1SC(=CC1)C=1C(N(C2=NC=C(C=C2C1)OCCCCCCCCCCCC)CCCCCCCCCCCC)=O [5-Bromo-2,2'-bithiophene-5'-yl]-1-dodecyl-6-dodecoxynaphthyridine-2-one